CC1=NC(=CC=C1)CC1CCN(CC1)C(=O)OC(C)(C)C methyl-6-(1-(tert-butyloxycarbonyl)piperidin-4-yl)methylpyridine